1-(4-fluorophenyl)-7-(prop-2-ynyloxy)-3,4-dihydroisoquinoline-2(1H)-carboxylic acid (S)-quinuclidin-4-ylmethyl ester N12CCC(CC1)(CC2)COC(=O)N2C(C1=CC(=CC=C1CC2)OCC#C)C2=CC=C(C=C2)F